4-hydroxy-3,5-bis(3-methyl-2-butene-1-yl)benzaldehyde hydrazone OC1=C(C=C(C=NN)C=C1CC=C(C)C)CC=C(C)C